ClC1=C(C=C(C(=O)NCC2=C(C=CC3=C2N(C=N3)C)OC)C=C1F)F 4-chloro-3,5-difluoro-N-((6-methoxy-1-methyl-1H-benzimidazol-7-yl)methyl)benzamide